FC1=CC(=CC(=N1)OCC1(CC1)O)I 1-[[(6-fluoro-4-iodopyridin-2-yl)oxy]methyl]cyclopropan-1-ol